2-hydroxy-3-naphthoic acid OC1=CC2=CC=CC=C2C=C1C(=O)O